C(C)(C)(C)[SiH2]NC([O-])=O.C(N)([O-])=O.C(C)(C)(C)[Si+2] Tertiary butyl-silicon carbamate (tert-butylsilylcarbamate)